C(N1N=CC2=CC(=CC=C12)B(O)O)([2H])([2H])[2H] (1-(methyl-d3)-1H-indazol-5-yl)boronic acid